2-(4-chloro-3-methylphenyl)-4,4,5,5-tetramethyl-1,3,2-dioxaborolane ClC1=C(C=C(C=C1)B1OC(C(O1)(C)C)(C)C)C